CSC1=NC(=NC(=N1)NCCCC)NC1CC1 2-methylthio-4-butylamino-6-cyclopropylamino-s-triazine